zinc trisodium salt [Na].[Na].[Na].[Zn]